2-((3R,5S)-3,5-dimethylpiperazin-1-yl)-4-ethoxy-N-(7-fluoro-2-methyl-2H-indazol-5-yl)pyrimidine-5-carboxamide C[C@@H]1CN(C[C@@H](N1)C)C1=NC=C(C(=N1)OCC)C(=O)NC1=CC2=CN(N=C2C(=C1)F)C